C(C)(C)NC1=NC(=NC=N1)N N4-isopropyl-1,3,5-triazine-2,4-diamine